n-propanol scandium [Sc].C(CC)O